N=C(C([O-])=N)CCCC([O-])=N iminoadipimidate